N(C1=CC=CC=C1)C1=C(NC2=C1C(N(C=C2CC(F)(F)F)C)=O)C2=CC(=NC=C2)NC([C@H](CC(F)F)C2=CC=C(C=C2)F)=O (2R)-N-{4-[3-Anilino-5-methyl-4-oxo-7-(2,2,2-trifluoroethyl)-4,5-dihydro-1H-pyrrolo[3,2-c]pyridin-2-yl]pyridin-2-yl}-4,4-difluoro-2-(4-fluorophenyl)butanamid